N1N=C(C=C1)C1=CC=C2C(=N1)N(N=N2)C2=CC(=C(C(=O)N(C1=NC=CC3=CC=CC(=C13)C)[C@H]1CN(CCC1)C(=O)OC(C)(C)C)C=C2)F tert-butyl (R)-3-(4-(5-(1H-pyrazol-3-yl)-3H-[1,2,3]triazolo[4,5-b]pyridin-3-yl)-2-fluoro-N-(8-methylisoquinolin-1-yl)benzamido)piperidine-1-carboxylate